(S)-1-((8-((3'-((3-(((S)-3-Hydroxypyrrolidin-1-yl)methyl)-1,7-naphthyridin-8-yl)amino)-2,2'-dimethyl-[1,1'-biphenyl]-3-yl)amino)-1,7-naphthyridin-3-yl)methyl)pyrrolidin O[C@@H]1CN(CC1)CC=1C=NC2=C(N=CC=C2C1)NC=1C(=C(C=CC1)C1=C(C(=CC=C1)NC=1N=CC=C2C=C(C=NC12)CN1CCCC1)C)C